FC1=C(C(=CC=C1)F)CN1C=NNC1=O 4-[(2,6-difluorophenyl)methyl]-1H-1,2,4-triazol-5-one